FC=1C=C2C(C(=CN(C2=NC1N1CC(C1)NOCCOC)C1=NC=NS1)C(=O)O)=O 6-fluoro-7-{3-[(2-methoxyethoxy)amino]azetidin-1-yl}-4-oxo-1-(1,2,4-thiadiazol-5-yl)-1,4-dihydro-1,8-naphthyridine-3-carboxylic acid